C(C)(C)(C)OC(=O)N[C@@H](C(=O)OC)[C@H](C)OC methyl (2R,3S)-2-(tert-butoxycarbonylamino)-3-methoxy-butanoate